C(C)(C)(C)OC(=O)NCCCN(CCCCCCCC(=O)OC(CCCCCCCC)CCCCCCCC)CCCCCC(OCCCCCCCCCCC)=O 1-octylnonyl 8-[3-(tert-butoxycarbonylamino)propyl-(6-oxo-6-undecoxy-hexyl)amino]octanoate